(S)-methylaminopropanol CN[C@H](CC)O